C(C)(=O)N1CCC(CC1)NCC1=C(C(=NC=C1)NC=1C(=C(C=CC1)C1=NC=CC(=C1Cl)C1=NC(=C(C=C1)CNC[C@@H]1CC(NC1)=O)OC)Cl)F (S)-4-((((2'-(3-((4-(((1-acetylpiperidin-4-yl)amino)methyl)-3-fluoropyridin-2-yl)amino)-2-chlorophenyl)-3'-chloro-6-methoxy-[2,4'-bipyridin]-5-yl)methyl)amino)methyl)pyrrolidin-2-one